C(C(=C)C)(=O)OCCCC methacryloxyn-butane